[(3R)-5-fluoro-3,4-dihydro-3-(methoxymethyl)-1(2H)-quinolinyl][2-methoxy-5-[3-(1-methylethyl)-1H-1,2,4-triazol-1-yl]phenyl]methanone FC1=C2C[C@H](CN(C2=CC=C1)C(=O)C1=C(C=CC(=C1)N1N=C(N=C1)C(C)C)OC)COC